ClC1=CC=C2C(=N1)C=C(O2)[Si](C(C)C)(C(C)C)C(C)C 5-chloro-2-(triisopropylsilyl)furo[3,2-b]pyridine